FC=1C=C(C=CC1C(N([C@H]1CNCCC1)C1=NC=CC2=CC=CC(=C12)C)=O)N1N=NC=2C1=NC(=CC2)C(=O)OC methyl (R)-3-(3-fluoro-4-((8-methylisoquinolin-1-yl)(piperidin-3-yl)carbamoyl)phenyl)-3H-[1,2,3]triazolo[4,5-b]pyridine-5-carboxylate